2-(4-(2-(2-(2,6-dioxopiperidin-3-yl)-1-oxoisoindolin-4-yl)ethyl)piperazin-1-yl)acetic acid O=C1NC(CCC1N1C(C2=CC=CC(=C2C1)CCN1CCN(CC1)CC(=O)O)=O)=O